C(#N)[NH2+]C#N.C(C)N1C=[N+](C=C1)C 1-Ethyl-3-methylimidazolium dicyanoammonium salt